C1(CCCCC1)C1=CC=C(C=C1)C=1NC=2N(C(C1)=O)N=C(C2C(=O)N2C(C(C2)CF)C)C2=NC=CC=N2 5-(4-cyclohexylphenyl)-3-(3-(fluoromethyl)-2-methylazetidine-1-carbonyl)-2-(pyrimidin-2-yl)pyrazolo[1,5-a]pyrimidin-7(4H)-one